3-bromo-6-(2-fluoro-5-(trifluoromethoxy)benzyl)-7,8-dihydro-1,6-Naphthyridin-5(6H)-one BrC=1C=NC=2CCN(C(C2C1)=O)CC1=C(C=CC(=C1)OC(F)(F)F)F